C(N)(=O)C(C)(C)C1CC(N(C1)C(=O)[O-])C1=C(C(=CC=C1OCOC)Cl)Cl 4-(1-carbamoyl-1-methylethyl)-2-[2,3-dichloro-6-(methoxymethoxy)phenyl]pyrrolidine-1-carboxylate